C1(CC1)C=1N=NN(C1)[C@H](C(=O)N1[C@@H](C[C@H](C1)O)C(=O)NCCN1N=NC(=C1)C1CC1)C(C)(C)C (2S,4r)-1-[(2S)-2-(4-cyclopropyl-triazol-1-yl)-3,3-dimethyl-butyryl]-N-[2-(4-cyclopropyl-triazol-1-yl)ethyl]-4-hydroxy-pyrrolidine-2-carboxamide